2,3,4',5,6-pentafluoro-[1,1'-bi-phenyl] FC1=C(C(=C(C=C1F)F)F)C1=CC=C(C=C1)F